(3S,4R)-4-(4-fluorophenyl)pyrrolidine-3-carboxylic acid FC1=CC=C(C=C1)[C@H]1[C@@H](CNC1)C(=O)O